2-(2-hydroxy-2-methylpropyl)-5-methyl-6-(4-(1H-pyrazol-1-yl)benzyl)isoindolin-1-one OC(CN1C(C2=CC(=C(C=C2C1)C)CC1=CC=C(C=C1)N1N=CC=C1)=O)(C)C